(S)-N-hydroxy-2-(4-((5-(pyridin-2-yl)thiophene-2-sulfonamido)methyl)-1H-1,2,3-triazol-1-yl)-3-(4-(trifluoromethoxy)phenyl)propanamide ONC([C@H](CC1=CC=C(C=C1)OC(F)(F)F)N1N=NC(=C1)CNS(=O)(=O)C=1SC(=CC1)C1=NC=CC=C1)=O